6-(1-(adamantan-1-ylmethyl)-5-methyl-1H-pyrazol-4-yl)-3H-imidazo[4,5-b]pyridine-7-carboxylic acid methyl ester COC(=O)C1=C2C(=NC=C1C=1C=NN(C1C)CC13CC4CC(CC(C1)C4)C3)NC=N2